FC1(CCN(CC1)C1=CC=CC(=N1)C=1NC(=NN1)C1=C(C=C(C=C1)NS(=O)(=O)CC(=O)OCC)N1CCC2(CC2)CC1)F ethyl 2-(N-(4-(5-(6-(4,4-difluoropiperidin-1-yl)pyridin-2-yl)-4H-1,2,4-triazol-3-yl)-3-(6-azaspiro[2.5]octan-6-yl)phenyl)sulfamoyl)acetate